S1C(=NC2=C1C=CC=C2)NC(=O)C2=CC=C(C=C1CCN(CC1)C(=O)NC1=CC=CC=C1)C=C2 4-(4-(benzo[d]thiazol-2-ylcarbamoyl)benzylidene)-N-phenylpiperidine-1-carboxamide